(S)-2-(2,5-difluoro-4-(6-((5-(1-methyl-1H-pyrazol-3-yl)thiazol-2-yl)methoxy)pyridin-2-yl)benzyl)-1-(oxetan-2-ylmethyl)-1H-benzo[d]imidazole-6-carboxylic acid FC1=C(CC2=NC3=C(N2C[C@H]2OCC2)C=C(C=C3)C(=O)O)C=C(C(=C1)C1=NC(=CC=C1)OCC=1SC(=CN1)C1=NN(C=C1)C)F